2,4-diaminophenyl ether NC1=C(C=CC(=C1)N)OC1=C(C=C(C=C1)N)N